N-(5-cyanopyridin-3-yl)-1-(4-(difluoromethoxy)phenyl)-3-methyl-5-oxo-4,5-dihydro-1H-pyrazole-4-carboxamide C(#N)C=1C=C(C=NC1)NC(=O)C1C(=NN(C1=O)C1=CC=C(C=C1)OC(F)F)C